ClC=1C(=NC=C(C1)F)C(C)NC(C1=CC(=CC(=C1)OC1CCOCC1)C=1SC(=CN1)C)=O N-[1-(3-Chloro-5-fluoropyridin-2-yl)ethyl]-3-(5-methyl-1,3-thiazol-2-yl)-5-(tetrahydro-2H-pyran-4-yloxy)benzamide